(S)-1-((5-((4-(3-((2-(1-hydroxyethyl)-1H-imidazol-1-yl)methyl)isoxazole-5-yl)phenyl)ethynyl)pyridin-2-yl)methyl)azetidine-3-carboxamide O[C@@H](C)C=1N(C=CN1)CC1=NOC(=C1)C1=CC=C(C=C1)C#CC=1C=CC(=NC1)CN1CC(C1)C(=O)N